tert-butyl (6-bromo-2-chloropyrrolo[2,1-f][1,2,4]triazin-4-yl)((5-fluorothiophen-2-yl)methyl)carbamate BrC=1C=C2C(=NC(=NN2C1)Cl)N(C(OC(C)(C)C)=O)CC=1SC(=CC1)F